S(N)(=O)(=O)NCC(C)C1=NC(=NC2=CC(=C(C=C12)OC)OC)N1CCC1 (3-sulfamoylaminopropane-2-yl)azetidin-1-yl-6,7-dimethoxyquinazoline